1,4-Bis(mercaptomethyl)benzol SCC1=CC=C(C=C1)CS